ClC1=NC=NC(=C1C1=C(C=C(C=C1F)F)F)C1=CC(=CC=C1)F 4-chloro-6-(3-fluorophenyl)-5-(2,4,6-trifluorophenyl)pyrimidine